FC(CNC(=O)C=1C=NN2C1C=C(C=C2)C2=CNC=1N=C(N=CC12)NC1=CC=NC=C1)F N-(2,2-difluoroethyl)-5-(2-(pyridin-4-ylamino)-7H-pyrrolo[2,3-d]pyrimidin-5-yl)pyrazolo[1,5-a]pyridine-3-carboxamide